(R)-3-(4-(4-fluoropiperidin-4-yl)phenyl)-3-methylpiperidine-2,6-dione FC1(CCNCC1)C1=CC=C(C=C1)[C@@]1(C(NC(CC1)=O)=O)C